((4-methoxyphenyl)sulfonyl)-1H-indazol-5-amine COC1=CC=C(C=C1)S(=O)(=O)N1N=CC2=CC(=CC=C12)N